O=C(CCC)C1=CC=C(OC2=NC=CC=C2C(=O)O)C=C1 2-[4-(1-oxobutyl)phenoxy]-3-pyridinecarboxylic acid